N1(CCC(CC1)C(=O)OC1=C2C(=CNC2=CC=C1)CCN(C)C)C(=O)OC(C)(C)C 1-(tert-butyl) 4-(3-(2-(dimethylamino)ethyl)-1H-indol-4-yl) piperidine-1,4-dicarboxylate